Dimethyl 4,9-dimethoxy-1,2,3,4,5a,6,7,8,9,10a-decahydrophenazine-2,7-dicarboxylate COC1CC(CC2N=C3C(CC(CC3N=C12)C(=O)OC)OC)C(=O)OC